N-[[5-(trifluoromethyl)-2-pyridyl]methyl]piperidin-1-amine FC(C=1C=CC(=NC1)CNN1CCCCC1)(F)F